(2Z)-2-CHLORO-2-BUTENAL Cl\C(\C=O)=C/C